chloroacetaldehyde 5,5-dimethyl-2-cyclopentenyl isopropyl acetal C(C)(C)OC(CCl)OC1C=CCC1(C)C